FS(CCO)(F)(F)(F)F 2-(pentafluoro-λ6-sulfanyl)ethan-1-ol